((2S,4S)-2-(((tert-Butoxycarbonyl)amino)methyl)-5-chloro-2-phenyl-2,3-dihydrobenzofuran-4-yl)-3,4-difluorobenzoic acid C(C)(C)(C)OC(=O)NC[C@@]1(OC2=C(C1)C(=C(C=C2)Cl)C2=C(C(=O)O)C=CC(=C2F)F)C2=CC=CC=C2